trans-2,3-dimethylpiperazin C[C@@H]1NCCN[C@H]1C